CC1=NC=CC(=C1C)C1=C(C=C(C=C1)NC([C@H](C(C1=CC=CC=C1)C1=CC=CC=C1)NC(OC(C)(C)C)=O)=O)F tert-butyl (S)-(1-((4-(2,3-dimethylpyridin-4-yl)-3-fluorophenyl)amino)-1-oxo-3,3-diphenylpropan-2-yl)carbamate